OCCCCCCCCCCCCCCCCCCCCCCCCCCCCO 28-hydroxyoctacosanol